C(C(C)(C)C)(=O)OCC=1[C@@H]2C([C@H]([C@H](C1)C1=C(C=C(C=C1OC)C(C)(C(CCCCC)C(C)C)C)OC)C2)(C)C ((1S,4S,5S)-4-(4-(3-isopropyl-2-methyloctan-2-yl)-2,6-dimethoxyphenyl)-6,6-dimethylbicyclo[3.1.1]hept-2-en-2-yl)methyl pivalate